(5-chlorothiophen-2-yl)(4-iodo-5-methyl-1-((2-(trimethylsilyl)ethoxy)methyl)-1H-imidazol-2-yl)methanol ClC1=CC=C(S1)C(O)C=1N(C(=C(N1)I)C)COCC[Si](C)(C)C